CC1=CC(=C(C=C1)OP(=O)(OC2=C(C=C(C=C2)C)C)OC3=C(C=C(C=C3)C)C)C trixylenyl phosphate